NC1=NC=CC(=C1Cl)SC=1C=2N(C(=NC1)N1CCC3(CC1)[C@@H](C=1C(=NC=CN1)C3)N)C=CN2 (S)-1'-(8-((2-amino-3-chloropyridin-4-yl)thio)imidazo[1,2-c]pyrimidin-5-yl)-5,7-dihydrospiro[cyclopenta[b]pyrazine-6,4'-piperidine]-5-amine